ClCC(=O)NCCCNC1=NC2=C(C=CC=C2C(=N1)NC1CCN(CC1)C1CCCCCC1)OC(F)(F)F 2-chloro-N-(3-((4-((1-cycloheptylpiperidin-4-yl)amino)-8-(trifluoromethoxy)quinazolin-2-yl)amino)propyl)acetamide